NC=1N=C(SC1C(C1=CC=CC=C1)=O)N([C@@H](C(=O)N)C)C1=CC=NC=C1 |r| rac-2-[(4-Amino-5-benzoylthiazol-2-yl)-(4-pyridyl)amino]propanamid